ClC1=NN2C=3C(CCN(C3C=NC2=C1)C1=CC=C(C=C1)[C@@H](C(F)(F)F)N([S@](=O)C(C)(C)C)C)C (R)-N-[(1S)-1-[4-(4-chloro-13-methyl-2,3,7,10-tetrazatricyclo[7.4.0.02,6]trideca-1(9),3,5,7-tetraen-10-yl)phenyl]-2,2,2-trifluoro-ethyl]-N,2-dimethyl-propane-2-sulfinamide